ClC1=CC(=NC=N1)N1CCC(CC1)C(=O)N1OCC[C@H]1C=1C=C(C=NC1)C#N 5-[(3S)-2-[1-(6-Chloropyrimidin-4-yl)piperidine-4-carbonyl]isoxazolidin-3-yl]pyridine-3-carbonitrile